CN(C1=CC=C(C=N1)NC1=NC=CC=N1)C 2-((6-(dimethylamino)pyridin-3-yl)amino)pyrimidin